5-bromo-2-fluorotrifluorotoluene BrC=1C=CC(=C(C(F)(F)F)C1)F